C(C1=CC=CC=C1)[C@@H]1C(NCC1)C(=O)OCC ethyl (27R,3S)-3-benzylpyrrolidine-2-carboxylate